ClC(C(F)(F)F)CF 2-chloro-1,1,1,3-tetrafluoropropane